COC(C1=C(C=C(C(=C1)OCCCl)OC)[N+](=O)[O-])=O 5-(2-chloroethoxy)-4-methoxy-2-nitrobenzoic acid methyl ester